O(C1=CC=CC=C1)C=1C=C(C=CC1)S(=O)[O-] 3-phenoxybenzenesulfinate